9-Ethyl-8-[4-(3-hydroxy-propylamino)-piperidin-1-yl]-6,6-dimethyl-11-oxo-6,11-dihydro-5H-benzo[b]carbazole-3-carbonitrile C(C)C1=CC2=C(C(C=3NC4=CC(=CC=C4C3C2=O)C#N)(C)C)C=C1N1CCC(CC1)NCCCO